CC=1C2=C3C=CC1C(C1=CC=C4CCN(C(C5=C(C=C(COCCCN3N=N2)C=C5)OC(F)(F)F)=O)CC4=C1)CC(=O)O [32-methyl-20-oxo-18-(trifluoromethoxy)-14-oxa-8,9,10,21-tetrazahexacyclo[19.5.3.216,19.13,7.06,10.024,28]dotriaconta-1(26),3(32),4,6,8,16,18,24,27,30-decaen-2-yl]acetic acid